1-(4,4-Difluorocyclohexyl)ethan-1-amine FC1(CCC(CC1)C(C)N)F